CC=1C=C(C=C(C1)C=1NC=CC1)NCC=1C=C(C=CC1)CN1CCCCC1 1-{[3-({[3-methyl-5-(1H-pyrrol-2-yl)phenyl]amino}methyl)phenyl]methyl}piperidine